{5-[2-(3,4-difluorophenyl)propan-2-yl]-4H-1,2,4-triazol-3-yl}acetic acid FC=1C=C(C=CC1F)C(C)(C)C=1NC(=NN1)CC(=O)O